2-((2-(diethylamino)ethyl)amino)-1-ethanol dihydrochloride Cl.Cl.C(C)N(CCNCCO)CC